4-(methacryloyloxy)butyl 2-(6-hydroxybenzo[1,3]dioxole-5-yl)-2H-benzotriazole-5-carboxylate OC=1C(=CC2=C(OCO2)C1)N1N=C2C(=N1)C=CC(=C2)C(=O)OCCCCOC(C(=C)C)=O